C1(CC1)C1=CNC2=C(C=C(C=C12)F)C1=C(C=C2NC(C=3N(C2=C1C(F)(F)F)C(=NN3)C)(C)C)F 8-(3-Cyclopropyl-5-fluoro-1H-indol-7-yl)-7-fluoro-1,4,4-trimethyl-9-(trifluoromethyl)-5H-[1,2,4]triazolo[4,3-a]quinoxaline